2-[[4-(difluoromethyl)-1-piperidinyl]methyl]-6-[3-[1-(4-methyl-1,2,4-triazol-3-yl)cyclobutyl]phenyl]-4-(trifluoromethyl)-1H-pyrrolo[2,3-c]pyridin-7-one FC(C1CCN(CC1)CC1=CC2=C(C(N(C=C2C(F)(F)F)C2=CC(=CC=C2)C2(CCC2)C2=NN=CN2C)=O)N1)F